6-(2,2-dimethyl-1,3-dioxane-5-yl)-2-(((3-(4-fluorophenyl)-7-methoxy-[1,2,4]triazolo[4,3-b]pyridazin-6-yl)oxy)methyl)-5,6,7,8-tetrahydro-1,6-naphthyridine CC1(OCC(CO1)N1CC=2C=CC(=NC2CC1)COC=1C(=CC=2N(N1)C(=NN2)C2=CC=C(C=C2)F)OC)C